tert-butyl (R)-4-(7-bromo-6-chloro-3-cyano-8-fluoro-2-(((3R,4R)-4-methoxy-1-methylpyrrolidin-3-yl) oxy) quinolin-4-yl)-2-methylpiperazine-1-carboxylate BrC1=C(C=C2C(=C(C(=NC2=C1F)O[C@@H]1CN(C[C@H]1OC)C)C#N)N1C[C@H](N(CC1)C(=O)OC(C)(C)C)C)Cl